23-Octacosenoic acid C(CCCCCCCCCCCCCCCCCCCCCC=CCCCC)(=O)O